N-(5-Fluoropyridin-2-yl)-6-(4-methylpyridin-3-yl)imidazo[1,2-a]pyridine-8-carboxamide FC=1C=CC(=NC1)NC(=O)C=1C=2N(C=C(C1)C=1C=NC=CC1C)C=CN2